2-(4-(2H-tetrazol-5-yl)phenoxy)-5-(1H-pyrazol-5-yl)pyridine N=1NN=NC1C1=CC=C(OC2=NC=C(C=C2)C2=CC=NN2)C=C1